tert-Butyl 4-(4-chloro-3-(2,4-dioxotetrahydropyrimidin-1(2H)-yl)benzoyl)piperazine-1-carboxylate ClC1=C(C=C(C(=O)N2CCN(CC2)C(=O)OC(C)(C)C)C=C1)N1C(NC(CC1)=O)=O